2-fluoro-N-methyl-4-[7-(quinolin-6-ylmethyl)imidazo[1,2-b][1,2,4]triazin-2-yl]benzamide dibenzenesulfonic acid salt C1(=CC=CC=C1)S(=O)(=O)O.C1(=CC=CC=C1)S(=O)(=O)O.FC1=C(C(=O)NC)C=CC(=C1)C=1C=NC=2N(N1)C(=CN2)CC=2C=C1C=CC=NC1=CC2